C(#N)C1=CNC2=C(C=CC(=C12)C)NS(=O)(=O)C=1C=NN(C1)CC(=O)N(C)C 2-[4-[(3-Cyano-4-methyl-1H-indol-7-yl)sulfamoyl]pyrazol-1-yl]-N,N-dimethylacetamid